[C@H](C)(CC)[C@H](NC([C@@H](N(C(OC(C)(C)C)=O)C)C(C)C)=O)C(N([C@H](C[C@@H](OC(C)=O)C=1SC=C(N1)C(=O)O)C(C)C)C)=O ((6S,9S,12R,14R)-9-((S)-sec-butyl)-6,12-di-isopropyl-2,2,5,11-tetramethyl-4,7,10,16-tetraoxo-3,15-dioxa-5,8,11-triazaheptadecan-14-yl)thiazole-4-carboxylic acid